1-[(dimethylcarbamoyl)carbonyl]-4-fluoro-N-{phenyl[4-(propan-2-yl)phenyl]methyl}pyrrolidine-2-carboxamide CN(C(=O)C(=O)N1C(CC(C1)F)C(=O)NC(C1=CC=C(C=C1)C(C)C)C1=CC=CC=C1)C